methyl 1-oxo-1,2,3,4-tetrahydroisoquinoline-5-carboxylate O=C1NCCC=2C(=CC=CC12)C(=O)OC